Dimethyl 2-(but-3-en-1-yl)-2-((3'-(methoxycarbonyl)-[1,1'-biphenyl]-3-yl)methyl)malonate C(CC=C)C(C(=O)OC)(C(=O)OC)CC=1C=C(C=CC1)C1=CC(=CC=C1)C(=O)OC